N[C@H](C(=O)N(CCOCCCCCCCC\C=C/CCCCCCCC)CCOCCCCCCCC\C=C/CCCCCCCC)CO (S)-2-Amino-3-hydroxy-N,N-bis(2-(((Z)-octadeca-9-en-1-yl)oxy)ethyl)propanamide